1-[(4-bromophenyl)methyl]-3-methyl-azetidin-3-ol BrC1=CC=C(C=C1)CN1CC(C1)(O)C